3-methyl-N-(2-[[(2S)-2-methylpyrrolidin-1-yl]methyl]-1-[[2-(trimethylsilyl)ethoxy]methyl]pyrrolo[3,2-c]pyridin-6-yl)-1,2-benzoxazole-6-carboxamide CC1=NOC2=C1C=CC(=C2)C(=O)NC2=CC1=C(C=N2)C=C(N1COCC[Si](C)(C)C)CN1[C@H](CCC1)C